FC1=CC=C(C=C1)C1=CC=C(S1)CC=1C=C(C=CC1C)[C@@H]1O[C@@H]([C@H]([C@@H]([C@H]1O)O)O)SC (2S,3R,4R,5S,6R)-2-(3-((5-(4-fluorophenyl)thiophen-2-yl)methyl)-4-methylphenyl)-6-(meth-ylthio)tetrahydro-2H-pyran-3,4,5-triol